N,N'-(2,2'-dimethyl-[1,1'-biphenyl]-3,3'-diyl)bis(4-cyclopropyl-5-((4-hydroxypiperidin-1-yl)methyl)picolinamide) CC1=C(C=CC=C1NC(C1=NC=C(C(=C1)C1CC1)CN1CCC(CC1)O)=O)C1=C(C(=CC=C1)NC(C1=NC=C(C(=C1)C1CC1)CN1CCC(CC1)O)=O)C